NC1=NC(=C(C(=N1)NCCCC)CC=1C=C(CC=2N=NN(N2)CC(=O)O)C=CC1OC)C 2-(5-(3-((2-amino-4-(butylamino)-6-methylpyrimidin-5-yl)methyl)-4-methoxybenzyl)-2H-tetrazol-2-yl)acetic acid